1-(2-methoxyethylsulfonyl)piperidin-4-amine COCCS(=O)(=O)N1CCC(CC1)N